FC(C(=O)O)(F)F.OCCS(=O)(=O)N[C@@H]1[C@@H](N(CCC1)C(=O)OC(C)C)CC1=NC(=CC=C1)C1=CC=CC=C1 isopropyl cis-3-(((2-hydroxyethyl)sulfonyl)amino)-2-((6-phenylpyridin-2-yl)methyl)piperidine-1-carboxylate trifluoroacetic acid salt